4-(4-tert-butyl-2,5-dioxoimidazolidin-4-yl)-3-methoxybenzoic acid C(C)(C)(C)C1(NC(NC1=O)=O)C1=C(C=C(C(=O)O)C=C1)OC